C(C=C)OO[Na] allyloxyhydroxysodium